Ethyl 3-(3-benzoyl-1-(3-(1-((tert-butoxycarbonyl)amino)cyclobutyl)benzyl)thioureido)-1H-pyrrole-2-carboxylate C(C1=CC=CC=C1)(=O)NC(N(CC1=CC(=CC=C1)C1(CCC1)NC(=O)OC(C)(C)C)C1=C(NC=C1)C(=O)OCC)=S